(2,4-difluoro-5-hydroxyphenyl)(6-(3-methyl-1-(o-tolyl)-1H-pyrazol-5-yl)-2-azaspiro[3.3]heptan-2-yl)methanone FC1=C(C=C(C(=C1)F)O)C(=O)N1CC2(C1)CC(C2)C2=CC(=NN2C2=C(C=CC=C2)C)C